2-bromo-5-(3,5-dichlorophenyl)naphthalen-1-amine BrC1=C(C2=CC=CC(=C2C=C1)C1=CC(=CC(=C1)Cl)Cl)N